NC1CN(CC1OC(C)C)C1=NC=2CCC(CC2C=C1F)NC(=O)C1=CC2=C(N=N1)N(C=C2Cl)CC N-{2-[3-amino-4-(propan-2-yloxy)pyrrolidin-1-yl]-3-fluoro-5,6,7,8-tetrahydroquinolin-6-yl}-5-chloro-7-ethyl-7H-pyrrolo[2,3-c]pyridazine-3-carboxamide